C(CCC)[Sn](CCCC)(CCCC)COCCN 2-[(tributylstannyl)methoxy]ethan-1-amine